5-(3-methylthiophene-2-yl)-7-(3-octyl-thiophene-2-yl)-2,3-di(thiophene-3-yl)thieno[3,4-B]pyrazine CC1=C(SC=C1)C=1SC(=C2N=C(C(=NC21)C2=CSC=C2)C2=CSC=C2)C=2SC=CC2CCCCCCCC